1-(6-methylheptyl)nonyl 8-({2-[4-(dimethylamino)butyroxy]ethyl}[5-(undecyloxycarbonyl)pentyl]amino)octanoate CN(CCCC(=O)OCCN(CCCCCCCC(=O)OC(CCCCCCCC)CCCCCC(C)C)CCCCCC(=O)OCCCCCCCCCCC)C